(1S,2S)-N-[2-(2,6-dimethoxyphenyl)-1-methylpyrrolo[2,3-c]pyridin-5-yl]-2-fluorocyclopropane-1-carboxamide COC1=C(C(=CC=C1)OC)C1=CC=2C(=CN=C(C2)NC(=O)[C@H]2[C@H](C2)F)N1C